ClC=1C=CC=C2C(=CCSC12)C=1N=CNC1 4-(8-chloro-2H-thiochromen-4-yl)-1H-imidazole